1-[9-(4-chlorophenyl)-2-(2-hydroxy-2-methyl-propoxy)-8-(4-methyl-3-pyridyl)purin-6-yl]-4-methyl-piperidine-4-carboxamide ClC1=CC=C(C=C1)N1C2=NC(=NC(=C2N=C1C=1C=NC=CC1C)N1CCC(CC1)(C(=O)N)C)OCC(C)(C)O